CO[C@]1(CN(CC1)C(=O)OCC1=CC=CC=C1)C(=O)OC O1-benzyl O3-methyl (3R)-3-methoxypyrrolidine-1,3-dicarboxylate